ClC1=C(C=C(C(=N1)N)S(=O)(=O)C)CC[N+](=O)[O-] 6-chloro-3-(methylsulfonyl)-5-(2-nitroethyl)pyridin-2-amine